NC1=NC=2C=CC(=CC2C2=C1C=NN2C)C(=O)N(N(C)C(COC)=O)CC2=NC=C(C=C2)C(F)(F)F 4-amino-N'-(2-methoxyacetyl)-N',1-dimethyl-N-((5-(trifluoromethyl)pyridin-2-yl)methyl)-1H-pyrazolo[4,3-c]quinoline-8-carbohydrazide